Ethyl (6R)-6-methyl-1-[[2-(trifluoromethyl)phenyl]methyl]-1H,4H,5H,6H,7H-pyrazolo[4,3-c]pyridine-3-carboxylate C[C@@H]1CC2=C(CN1)C(=NN2CC2=C(C=CC=C2)C(F)(F)F)C(=O)OCC